[Cr].[Hg].[F] fluorine mercury chromium